(((7-((3-aminobenzyl)(tert-butoxycarbonyl)amino)-3-isopropylpyrazolo[1,5-a]Pyrimidin-5-yl)amino)methyltert-butyl)-3-hydroxypiperidine-1-carboxylic acid tert-butyl ester C(C)(C)(C)OC(=O)N1C(C(CCC1)O)C(CCNC1=NC=2N(C(=C1)N(C(=O)OC(C)(C)C)CC1=CC(=CC=C1)N)N=CC2C(C)C)(C)C